C1(CC1)C1=C(C=C2C=C(N=CC2=C1)NC(=O)[C@H]1CC12CCOCC2)N2CCN(CC2)[C@]2(COC[C@H]2O)C (1S)-N-(7-cyclopropyl-6-(4-((3S,4S)-4-hydroxy-3-methyltetrahydrofuran-3-yl)piperazin-1-yl)isoquinolin-3-yl)-6-oxaspiro[2.5]octane-1-carboxamide